(4-methoxyhexahydropyridine-1-yl)-4-[(5-methyl-1H-pyrazol-3-yl)amino]-2-[(E)-2-phenylvinyl]quinazoline COC1CCN(CC1)C1=C2C(=NC(=NC2=CC=C1)\C=C\C1=CC=CC=C1)NC1=NNC(=C1)C